BrC1=C(C(=CC=C1)N)NC 3-bromo-N2-methyl-benzene-1,2-diamine